Amino-Tetrazine NC=1N=NN=NC1